2-(tert-butylamino)-1-(3,4-dihydroxyphenyl)ethan-1-one C(C)(C)(C)NCC(=O)C1=CC(=C(C=C1)O)O